nitrilotri-acetic acid nickel [Ni].N(CC(=O)O)(CC(=O)O)CC(=O)O